5-cyclopropyloxy-6-methylpyridin-2-amine C1(CC1)OC=1C=CC(=NC1C)N